C1(CC1)N1CCN(CC1)C1CCN(CC1)C1=C(C=C(C(=C1)OC)NC1=NC=NC(=C1)N1OCC[C@@H]1C1=C(C(=CC=C1)Cl)Cl)NC(C=C)=O N-(2-(4-(4-cyclopropylpiperazine-1-yl)piperidine-1-yl)-5-((6-((R)-3-(2,3-dichlorophenyl)isoxazolidine-2-yl)pyrimidine-4-yl)amino)-4-methoxyphenyl)acrylamide